O1CCN(CC1)CCC1=CC=2C(=NC=CC2C=2C=C3C(=NNC3=CC2)N)N1 5-(2-(2-morpholinoethyl)-1H-pyrrolo[2,3-b]pyridin-4-yl)-1H-indazol-3-amine